C1(=CC=CC=C1)P(C1=C(C=CC=C1)N=C1N(CCN1C)C)C1=CC=CC=C1 N-(2-(diphenylphosphino)phenyl)-1,3-dimethylimidazolidine-2-imine